[Si](C)(C)(C(C)(C)C)OCC1CC=C(CC1)C#CC(=O)OC(C)(C)C tert-butyl 3-[4-[[tert-butyl(dimethyl)silyl]oxymethyl]cyclohexen-1-yl]prop-2-ynoate